C1(=CC=CC=C1)C(=O)N1C(CCC1)C=CC=1SC=CC1 phenyl-(2-(2-(thiophen-2-yl)vinyl)pyrrolidin-1-yl)methanone